ClC=1C(=C(C=CC1F)[C@@H](NC(=O)[C@H]1NC(NC1)=O)C=1N=NC(=CC1)OCC(F)(F)F)F (4S)-N-((R)-(3-chloro-2,4-difluorophenyl)(6-(2,2,2-trifluoroethoxy)pyridazin-3-yl)-methyl)-2-oxoimidazolidine-4-carboxamide